Cis-8-methylamino-1-(oxetan-3-yl-methyl)-8-phenyl-3-[2-(trifluoromethyl)-pyrimidin-5-yl]-1,3-diazaspiro[4.5]decan-2-one CNC1(CCC2(CN(C(N2CC2COC2)=O)C=2C=NC(=NC2)C(F)(F)F)CC1)C1=CC=CC=C1